(S)-N-(5-Bromo-2-(3,4-dimethylpiperazin-1-yl)phenyl)-4-(difluoromethyl)-6-methoxynicotinamide BrC=1C=CC(=C(C1)NC(C1=CN=C(C=C1C(F)F)OC)=O)N1C[C@@H](N(CC1)C)C